FC1=NNC2=CC(=CC=C12)/C=C/C(=O)NC1=C(C(=CC=C1N1CCN(CC1)C)F)C (E)-3-(3-fluoro-1H-indazol-6-yl)-N-(3-fluoro-2-methyl-6-(4-methylpiperazin-1-yl)phenyl)acrylamide